C(C)(=O)C1=CN(C2=CC=C(C=C12)N1CCN(CC1)C(C)=O)CC(=O)N1[C@@H](C[C@H](C1)F)C(=O)NC=1C(=C(C=CC1)C1=C(C=CC=C1)Cl)F (2S,4R)-1-(2-(3-acetyl-5-(4-acetylpiperazin-1-yl)-1H-indol-1-yl)acetyl)-N-(2'-chloro-2-fluoro-[1,1'-biphenyl]-3-yl)-4-fluoropyrrolidine-2-carboxamide